(S)-N-(3,4-difluorobenzyl)-5-(3-(5-methyl-1,3,4-oxadiazol-2-yl)-5-oxo-2-phenethyl-7,8,9,9a-tetrahydro-5H-pyrido[2,3-a]pyrrolizin-4-yl)thiophene-2-carboxamide FC=1C=C(CNC(=O)C=2SC(=CC2)C2=C(C(=NC3=C2C(N2CCC[C@@H]32)=O)CCC3=CC=CC=C3)C=3OC(=NN3)C)C=CC1F